ClC1=CC(=C(C=C1Cl)C([C@H]1CN(CCC1)C(=O)OC(C)(C)C)=NS(=O)C(C)(C)C)OCC=C tert-butyl (3R)-3-[[4,5-dichloro-2-(prop-2-en-1-yloxy)phenyl][(2-methylpropane-2-sulfinyl)imino]methyl]piperidine-1-carboxylate